methyl N-[5-[8-ethyl-6-[(4-fluorophenyl)-methyl-carbamoyl]imidazo[1,2-a]pyridin-3-yl]-2-pyridyl]carbamate C(C)C=1C=2N(C=C(C1)C(N(C)C1=CC=C(C=C1)F)=O)C(=CN2)C=2C=CC(=NC2)NC(OC)=O